4-Amino-8-(5-methoxy-4-methylpyridin-3-yl)-2-oxo-N-propyl-1,2-dihydroquinoline-3-carboxamide NC1=C(C(NC2=C(C=CC=C12)C=1C=NC=C(C1C)OC)=O)C(=O)NCCC